(1-((benzyloxy)methyl)-2-oxabicyclo[2.2.2]octane-4-yl)methanol C(C1=CC=CC=C1)OCC12OCC(CC1)(CC2)CO